OC1=C(C(=O)C2=CC=C(C(=O)N[C@H]3[C@@H](CNC3)NC(C3=CC=NC=C3)=O)C=C2)C=C(C=C1)OC(F)(F)F N-((3R,4R)-4-(4-(2-hydroxy-5-(trifluoromethoxy)benzoyl)benzamido)pyrrolidin-3-yl)isonicotinamide